ClC1=C(C(C=2C=CC=NC2C1=O)=O)C1=C(C=C(C=C1)NCC)C(F)(F)F 7-chloro-6-[4-(ethylamino)-2-(trifluoromethyl)phenyl]quinoline-5,8-dione